CC=1N(C(=C2C(N(N=CC21)C2=NC=CC=C2)=O)C)C2=NC=C(C=C2)C 5,7-Dimethyl-6-(5-methylpyridin-2-yl)-2-(pyridin-2-yl)-2,6-dihydro-1H-pyrrolo[3,4-d]pyridazin-1-one